p-bis-t-butylperoxyisopropylbenzene C(C)(C)(C)OOC(C)(C)C1=CC=C(C=C1)OOC(C)(C)C